benzyl 3-[(tert-butoxy carbonyl)amino]-3-methylpyrrolidine-1-carboxylate C(C)(C)(C)OC(=O)NC1(CN(CC1)C(=O)OCC1=CC=CC=C1)C